2-(2-(cyclopropanesulfonylamino)pyrimidin-4-yl)-N-(4-(6-cyclopropoxy-pyrazin-2-yl)phenyl)-2-methylpropanamide C1(CC1)S(=O)(=O)NC1=NC=CC(=N1)C(C(=O)NC1=CC=C(C=C1)C1=NC(=CN=C1)OC1CC1)(C)C